2-(benzylamino)-N-(6-methoxy-2-methylpyridin-3-yl)-4-(trifluoromethyl)benzamide C(C1=CC=CC=C1)NC1=C(C(=O)NC=2C(=NC(=CC2)OC)C)C=CC(=C1)C(F)(F)F